1-(6Z,9Z,12Z-octadecatrienoyl)-2-pentadecanoyl-glycero-3-phosphoserine CCCCCCCCCCCCCCC(=O)O[C@H](COC(=O)CCCC/C=C\C/C=C\C/C=C\CCCCC)COP(=O)(O)OC[C@@H](C(=O)O)N